[Si](C)(C)(C(C)(C)C)O[C@H](C(=O)OCC)CC1=C(C=CC=C1)OCC1=NC(=NC=C1)OCCC(F)(F)F ethyl (2S)-2-[tert-butyl(dimethyl)silyl]oxy-3-[2-[[2-(3,3,3-trifluoropropoxy)pyrimidin-4-yl]methoxy]phenyl]propanoate